Cl.ClC1=CC(=C(COC2=NC=C(C(=C2)N2CCNCC2)F)C=C1)F ((4-chloro-2-fluorobenzyl)oxy)-5-fluoro-4-(piperazin-1-yl)pyridine hydrochloride